benzyl (2S,4R)-4-(1,3-dioxan-2-yl)-1-((4-(4-fluorophenoxy)benzoyl)glycyl)pyrrolidine-2-carboxylate O1C(OCCC1)[C@@H]1C[C@H](N(C1)C(CNC(C1=CC=C(C=C1)OC1=CC=C(C=C1)F)=O)=O)C(=O)OCC1=CC=CC=C1